BrCCOC1=C(C=CC=C1)C(C=CC1=C(C=CC=C1)OC)=O 2-(2-bromoethoxy)phenyl-3-(2-methoxyphenyl)-2-propen-1-one